BrC=1C(=C(C=CC1)C(C)NC([O-])=O)C 1-(3-bromo-2-methylphenyl)ethyl-carbamate